C(=O)(O)CC1=C(C=O)OC=C1 3-carboxymethyl-furfural